deuterosulfuric acid [2H]OS(O)(=O)=O